2-benzyl-1-heptanol C(C1=CC=CC=C1)C(CO)CCCCC